(E)-4-(Difluoromethyl)-5-(2-ethoxyvinyl)-2-methoxypyridine FC(C1=CC(=NC=C1\C=C\OCC)OC)F